FC(C(=O)N[C@H](C(=O)N1CC2C(C1C(=O)O)CCC2)C(C)C)(C)F 2-[(2S)-2-(2,2-difluoropropanoylamino)-3-methyl-butanoyl]-3,3a,4,5,6,6a-hexahydro-1H-cyclopenta[c]pyrrole-3-carboxylic acid